C1(=CC=CC=C1)C(C)NC1=NC=CC(=N1)C1=CC=2C(N=C1C1=CC(=CC=C1)C(F)(F)F)=NN(C2)CCC 3-[5-[2-(1-phenylethylamino)pyrimidin-4-yl]-6-(3-trifluoromethylphenyl)pyrazolo[3,4-b]pyridin-2-yl]propan